OCCC1N(CCCC1)CCNC(=O)NC1=CC=C(C=C1)OC1CC(C1)N1CCCCC1 1-(2-(2-(2-hydroxyethyl)piperidin-1-yl)ethyl)-3-(4-(3-(piperidin-1-yl)cyclobutoxy)phenyl)urea